3-{3-[(3-Fluoro-2-methoxyphenyl)amino]-4-oxo-2-[3-(piperidin-3-ylmethoxy)pyridin-4-yl]-4,5,6,7-tetrahydro-1H-pyrrolo[3,2-c]pyridin-7-yl}propanal FC=1C(=C(C=CC1)NC1=C(NC2=C1C(NCC2CCC=O)=O)C2=C(C=NC=C2)OCC2CNCCC2)OC